C(=CCCCCCCCCC)N undecenamine